3-((1-acetylpiperidin-4-yl)methyl)-9-(1-((6-chloro-2-(1-methyl-1H-pyrazol-4-yl)pyridin-3-yl)amino)ethyl)-4,7-dimethyl-3,4-dihydro-5H-pyrazolo[3,4-c]isoquinolin-5-one C(C)(=O)N1CCC(CC1)CN1N=CC2=C1N(C(C=1C=C(C=C(C21)C(C)NC=2C(=NC(=CC2)Cl)C=2C=NN(C2)C)C)=O)C